C(=O)OC(CN1CCNCC1)(C)C piperazine-1-ylTert-Butyl Formate